C(C)(=O)N[C@H]1C[C@@H](C[C@@H]1O)C(=O)N[C@@H](C12CCC(CC1)(C2)F)C2=C(C(=CC=C2F)Cl)F (1S,3S,4S)-3-acetamido-N-((S)-(3-chloro-2,6-difluorophenyl)(4-fluorobicyclo[2.2.1]heptan-1-yl)methyl)-4-hydroxycyclopentane-1-carboxamide